2-hydroxy-4-(3-acryloyloxy-1-hydroxypropoxy)benzophenone OC1=C(C(=O)C2=CC=CC=C2)C=CC(=C1)OC(CCOC(C=C)=O)O